C(C)C1=C(C(=NN1C)C(CCN1CCOCC1)OCC(CCO)(F)F)I 4-[1-(5-ethyl-4-iodo-1-methyl-1H-pyrazol-3-yl)-3-(morpholin-4-yl)propoxy]-3,3-difluorobutan-1-ol